C(#N)C1=NC=2N(C(=C1)C1=CC=CC=C1)N=CC2C(=O)OCC ethyl 5-cyano-7-phenylpyrazolo[1,5-a]pyrimidine-3-carboxylate